COC=1C=C(C=CC1OC)C1=C(OC2=C(C(=CC=C2C1=O)O)CC1OCCC1)C 3-(3,4-Dimethoxyphenyl)-7-hydroxy-2-methyl-8-[(2-oxolanyl)methyl]-4H-chromen-4-one